C(CCCCC)N1C(C(C2=CC(=CC=C12)O)(C)C)=C 1-hexyl-3,3-dimethyl-5-hydroxy-2-methyleneindoline